(R)-N-(2-cyclopropyl-4-methyl-5-oxo-5,6,7,8-tetrahydro-4H-pyrazolo[1,5-a][1,3]diazepin-6-yl)-1-(2,4-difluorobenzyl)-1H-1,2,4-triazole-3-carboxamide C1(CC1)C1=NN2C(N(C([C@@H](CC2)NC(=O)C2=NN(C=N2)CC2=C(C=C(C=C2)F)F)=O)C)=C1